4-amino-6-{8-[(2-cyano-2-methylideneethyl)amino]-7-methoxynaphthalen-2-yl}-N-(2-hydroxyethyl)pyridine-2-carboxamide NC1=CC(=NC(=C1)C1=CC2=C(C(=CC=C2C=C1)OC)NCC(=C)C#N)C(=O)NCCO